C1(CC1)C=1C=C(C=NC1)C1=NN2C(N=CC=C2)=C1C(=O)N[C@@H]1C(NC2=C(C(=N1)C1=CC=CC=C1)C=CC=C2)=O 2-(5-Cyclopropylpyridin-3-yl)-N-[(3S)-2-oxo-5-phenyl-1,3-dihydro-1,4-benzodiazepin-3-yl]pyrazolo[1,5-a]pyrimidine-3-carboxamide